4-methyl-6-oxo-(3,4-dichlorophenyl)-phenyl-1,6-dihydropyridazine-3-carboxylic acid CC=1C=CC(C(C1)=O)N1N=C(C(=CC1)C1=CC(=C(C=C1)Cl)Cl)C(=O)O